N1C(=CC2=CC=CC=C12)CC(=O)[O-] Indolacetate